(2S,3R,4R)-1-acetyl-4-((4-cyanophenyl)amino)-2-cyclopropyl-3-methyl-N-(2-(methylsulfonyl)ethyl)-1,2,3,4-tetrahydroquinoline-6-carboxamide C(C)(=O)N1[C@H]([C@@H]([C@H](C2=CC(=CC=C12)C(=O)NCCS(=O)(=O)C)NC1=CC=C(C=C1)C#N)C)C1CC1